C1(CCCC1)NC(NC=1C=C(C2=C(N=C(N=C2)S(=O)C)N1)C#C[Si](C(C)C)(C(C)C)C(C)C)=O 3-cyclopentyl-1-{2-methanesulfinyl-5-[2-(triisopropylsilyl)ethynyl]pyrido[2,3-d]pyrimidin-7-yl}urea